O=C1NC(CCC1C1=NN(C2=C(C=CC=C12)N1CCC(CC1)C=O)C)=O (3-(2,6-dioxopiperidin-3-yl)-1-methyl-1H-indazol-7-yl)piperidine-4-carbaldehyde